5-Tert-butyl-1H-pyrazole-3-carboxylic acid ethyl ester C(C)OC(=O)C1=NNC(=C1)C(C)(C)C